S1C(=NC2=C1C=CC=C2)NC(=O)C=2C=CC=C1CCN(CC21)C2=CC=C(C(=N2)C(=O)O)C2=C(C(=CC=C2)N(CC21CC3CC(CC(C2)C3)C1)C)C 6-[8-(1,3-benzothiazol-2-ylcarbamoyl)-3,4-dihydroisoquinolin-2(1H)-yl]-3-(2-methyl-3-{methyl[tricyclo[3.3.1.13,7]dec-1-ylmethyl]amino}phenyl)pyridine-2-carboxylic acid